ClC1=C(C=C(C=C1)[C@@H](C)N)F (R)-1-(4-chloro-3-fluorophenyl)ethylamine